(R)-N-(2-chloropyridin-4-yl)-1,2,4-trimethyl-5-(2-oxo-2-((1,1,1-trifluoropropan-2-yl)amino)acetyl)-1H-pyrrole-3-carboxamide ClC1=NC=CC(=C1)NC(=O)C1=C(N(C(=C1C)C(C(N[C@@H](C(F)(F)F)C)=O)=O)C)C